suberic acid (suberate) C(CCCCCCC(=O)O)(=O)O.C(CCCCCCC(=O)O)(=O)O